ClC1=C(OC=2C=CC(=C(C2)S(=O)(=O)N2C[C@@H](CC2)NS(=O)(=O)C)O)C(=CC(=C1)N1N=C(C(NC1=O)=O)C(F)F)Cl (R)-N-(1-((5-(2,6-dichloro-4-(6-(difluoromethyl)-3,5-dioxo-4,5-dihydro-1,2,4-triazin-2(3H)-yl)phenoxy)-2-hydroxyphenyl)sulfonyl)pyrrolidin-3-yl)methanesulfonamide